C(C)N1C(=NC(=C2N=CN=C12)N)N N'-ethyl-2,6-diaminopurine